Cl.CN[C@@H]1CO[C@@H](C2=NC(=CC=C21)C(F)(F)F)C (5S,8R)-N,8-dimethyl-2-(trifluoromethyl)-5,8-dihydro-6H-pyrano[3,4-b]pyridin-5-amine hydrochloride